SC1=C(C#N)C=CC(=N1)C=1C=NC=NC1 2-mercapto-6-(pyrimidin-5-yl)nicotinonitrile